5-fluoronaphthalen-1-ol FC1=C2C=CC=C(C2=CC=C1)O